tert-butyl 6-(7-bromo-6-chloro-8-fluoro-2-((1-methylpiperidin-4-yl) oxy) quinazolin-4-yl)-2,6-diazaspiro[3.4]octane-2-carboxylate BrC1=C(C=C2C(=NC(=NC2=C1F)OC1CCN(CC1)C)N1CC2(CN(C2)C(=O)OC(C)(C)C)CC1)Cl